FC=1C=C(C=C(C1)F)N1N=CC=2C(N(CCC21)C=2C=CC(=NC2)CC(=O)O)=O 2-(5-(1-(3,5-difluorophenyl)-4-oxo-1,4,6,7-tetrahydro-5H-pyrazolo[4,3-c]pyridin-5-yl)pyridin-2-yl)acetic acid